COC1=CC=C(CN(S(=O)(=O)C=2C3=CN(N=C3C=C(C2)C(=O)OC)C(F)F)CC2=CC=C(C=C2)OC)C=C1 methyl 4-(N,N-bis(4-methoxybenzyl) sulfamoyl)-2-(difluoromethyl)-2H-indazole-6-carboxylate